NC=1C=CC(=NC1)N(CCN(C(=O)OC(C)(C)C)C1=NC=C(C=C1)N)C(=O)OC(C)(C)C N,N'-bis(5-amino-2-pyridinyl)-N,N'-bis(t-butoxycarbonyl)ethylenediamine